O[C@@]1(CC[C@@H]2[C@H]3CC[C@@]4([C@H](CC[C@H]4[C@@H]3CC[C@@H]2C1)[C@H](CN1N=CC(=C1)C#N)C)C)COC 1-((R)-2-((3R,5R,8R,9R,10S,13S,14S,17R)-3-hydroxy-3-(methoxymethyl)-13-methylhexadecahydro-1H-cyclopenta[a]phenanthren-17-yl)propyl)-1H-pyrazole-4-carbonitrile